FC(C=1C(=NNC1)C(C)(C)NC(C)=O)(F)F N-(2-(4-(trifluoromethyl)-1H-pyrazol-3-yl)propan-2-yl)acetamide